C(C)(=O)C=1NC2=CC=C(C=C2C1C=1N=NN(C1)CC1CCN(CC1)CCNS(=O)(=O)C1=CC(=C(C=C1)C1=C(C=CC=C1OC)OC)Cl)F N-(2-(4-((4-(2-acetyl-5-fluoro-1H-indol-3-yl)-1H-1,2,3-triazol-1-yl)methyl)piperidin-1-yl)ethyl)-2-chloro-2',6'-dimethoxy-[1,1'-biphenyl]-4-sulfonamide